O=C1NC(CCC1N1CCN(C2=C(C=CC=C12)C1CCN(CC1)C(=O)OC(C)(C)C)C)=O tert-butyl 4-[1-(2,6-dioxo-3-piperidyl)-4-methyl-2,3-dihydroquinoxalin-5-yl]piperidine-1-carboxylate